7-bromo-6-chloro-N-[5-(2,2-difluoroethyl)-4,6-dimethoxy-pyrimidin-2-yl]-1H-indole-3-sulfonic acid amide BrC=1C(=CC=C2C(=CNC12)S(=O)(=O)NC1=NC(=C(C(=N1)OC)CC(F)F)OC)Cl